γ-Caryophyllene C=C1CC/C=C(/C)CC[C@@H]2[C@@H]1CC2(C)C